C(C)(C)(C)OC(=O)N[C@](C(=O)O)(C)[2H] (2S)-2-[(tert-butoxycarbonyl)amino](2-2H)propanoic acid